CN1N=C(N=C1)CCC1=CC=CC=C1 1-methyl-3-phenethyl-1H-1,2,4-triazole